O=C1NC(CCC1C1=CC=C(C=C1)NC1CCC(CC1)C(=O)N1CCC(CC1)C(=O)O)=O 1-((1r,4R)-4-((4-(2,6-dioxopiperidin-3-yl)phenyl)amino)cyclohexane-1-carbonyl)piperidine-4-carboxylic acid